(1R,5S,6S)-3-methyl-3-azabicyclo[3.1.0]hexane-6-carboxylic acid hydrochloride Cl.CN1C[C@H]2C([C@H]2C1)C(=O)O